(2,5-dichloropyridin-3-yl)methanol ClC1=NC=C(C=C1CO)Cl